(4-guanidino)butane N(C(=N)N)CCCC